BrC1=CC(=C(C=2C=CC(=NC12)N1CCCC1)O)C 8-Bromo-6-methyL-2-(pyrrolidin-1-yl)quinolin-5-ol